C(C)(C)(C)OC(=O)NC1=NC=2C=C(C(=CC2C=2N1C=NC2C)C(=O)O)F 5-((tert-butoxycarbonyl)amino)-8-fluoro-1-methylimidazo[1,5-c]quinazoline-9-carboxylic acid